C(C)(C)N1N=C(N=C1C1[C@H]2CC(C[C@@H]12)N1[C@@H](COCC1)C)C1=NC(=CC=C1)C(F)(F)F (R)-4-((1R,3s,5S,6R)-6-(1-isopropyl-3-(6-(trifluoromethyl)pyridin-2-yl)-1H-1,2,4-triazol-5-yl)bicyclo[3.1.0]hexane-3-yl)-3-methylmorpholine